methyl 2-aminocyclobutane-1-carboxylate NC1C(CC1)C(=O)OC